C(C)(C)(C)N1C(=NC2=C1C=C(C=C2F)F)NC(CC2C(C(C2)(F)F)(F)F)=O N-(1-(tert-butyl)-4,6-difluoro-1H-benzo[d]imidazol-2-yl)-2-(2,2,3,3-tetrafluorocyclobutyl)acetamide